2-sec-butyl-1,2-dimethoxypropane C(C)(CC)C(COC)(C)OC